ClC1=NC(=C2C(=N1)N(N=C2CC)C2CCCCC2)NCC2=CC=C(C=C2)F 6-chloro-1-cyclohexyl-3-ethyl-N-(4-fluorobenzyl)-1H-pyrazolo[3,4-d]pyrimidin-4-amine